4-(3-(2-(2-(diethylamino)ethylamino)propoxy)phenyl)-6-methylpyrimidin C(C)N(CCNC(COC=1C=C(C=CC1)C1=NC=NC(=C1)C)C)CC